[N+](=O)([O-])C1=CC=C(C=C1)S(=O)(=O)O.BrC=1C=C2C(=NC1)C(NS2(=O)CC)=N (1R)-6-bromo-1-ethyl-1-oxo-isothiazolo[4,5-b]pyridin-3-imine 4-nitrobenzenesulfonic acid salt